Cl.COC1=NN(C=C1NC1=NC=CC(=N1)C1=CNC2=C(C=CC=C12)NC([C@@H](C)N1CCN(CC1)C)=O)C (2R)-N-(3-{2-[(3-methoxy-1-methyl-1H-pyrazol-4-yl)amino]pyrimidin-4-yl}-1H-indol-7-yl)-2-(4-methylpiperazin-1-yl)propionamide hydrochloride